C(C)C1=C(C=C(C(=C1N)C)CC)N 2,5-diethyl-4-methyl-1,3-phenylenediamine